C(C)(C)(C)C=1C=C(N(N1)C1=CC=C(C=C1)C)NC(=O)NC1=CC=C(C2=CC=CC=C12)OCC(=O)N1CCOCC1 1-[5-tert-butyl-2-p-tolyl-2H-pyrazol-3-yl]-3-[4-(2-(morpholin-4-yl)-2-oxoethoxy)naphthalen-1-yl]-urea